FC(C(=O)OC1CC=CCC1)(F)F cyclohex-3-ene-1-yl 2,2,2-trifluoroacetate